NCC1=CC=C(C=C1)N1CCC(CC1)(O)CC(=O)OC methyl 2-[1-[4-(aminomethyl)phenyl]-4-hydroxy-4-piperidyl]acetate